NC1=C(C(=NN1C1CCC2(COC2)CC1)C1=CC=C(C=C1)CNC(C1=C(C=CC=C1)OC)=O)C(=O)N 5-amino-3-[4-[[(2-methoxybenzoyl)amino]methyl]phenyl]-1-(2-oxaspiro[3.5]non-7-yl)pyrazole-4-carboxamide